2-allyl-6-(2H-benzotriazole-2-yl)-4-methylphenol C(C=C)C1=C(C(=CC(=C1)C)N1N=C2C(=N1)C=CC=C2)O